3-(7-(8-chloronaphthalen-1-yl)-8-fluoro-2-(2-(1-methyl-1H-imidazol-2-yl)ethoxy)pyrido[4,3-d]pyrimidin-4-yl)-3,8-diazabicyclo[3.2.1]octan-6-ol ClC=1C=CC=C2C=CC=C(C12)C1=C(C=2N=C(N=C(C2C=N1)N1CC2CC(C(C1)N2)O)OCCC=2N(C=CN2)C)F